CS(=O)(=O)CCNC1CCC(CC1)NC(=O)C=1C=CC2=C(C=3N(CCO2)C=NC3)C1 N-((1r,4r)-4-((2-(methylsulfonyl)ethyl)amino)cyclohexyl)-5,6-dihydrobenzo[f]imidazo[1,5-d][1,4]oxazepine-10-carboxamide